ClC1=C(CC=2N(C(N(N2)C)=O)CC2CCC(CC2)(F)F)C=CC=C1 5-(2-chlorobenzyl)-4-((4,4-difluorocyclohexyl)methyl)-2-methyl-2,4-dihydro-3H-1,2,4-triazol-3-one